CN(C(/C=C/CC[C@@H](C(NC=1C(N(C=CC1)CC=1NC2=NC=NC(=C2N1)CCC(F)(F)F)=O)=O)NC(OC)=O)=O)C methyl (S,E)-(7-(dimethylamino)-1,7-dioxo-1-((2-oxo-1-((6-(3,3,3-trifluoropropyl)-9H-purin-8-yl)methyl)-1,2-dihydropyridin-3-yl)amino)hept-5-en-2-yl)carbamate